C(CC(=O)C)(=O)OCC(=O)C1=CC=CC=C1 acetoacetoxyacetophenone